NC(CC1=C(C=2N=NC=C(C2S1)NCC=1SC=CC1)C)CC1COC1 6-[2-amino-3-(oxetan-3-yl)propyl]-7-methyl-N-[(thiophen-2-yl)methyl]thieno[3,2-c]pyridazin-4-amine